N1C=C(C2=CC=CC=C12)CNC([C@H](CCCN)NC(=O)C=1C=C(C=CC1)C1=CC=CC=C1)=O (S)-N-(1-(((1H-indol-3-yl)methyl)amino)-5-amino-1-oxopentan-2-yl)-[1,1'-biphenyl]-3-carboxamide